BrC1=CC(=C2CN(C(C2=C1)=O)C1CC(C1)(C)O)C(F)(F)F 6-bromo-2-[(cis)-3-hydroxy-3-methylcyclobutyl]-4-(trifluoromethyl)-3H-isoindol-1-one